C(CC1=CC=CC=C1)N(C1=CC=C(\C=C/2\C(=C(C3=CC(=CC=C23)F)CC(=O)O)C)C=C1)CCC1=CC=CC=C1 (Z)-2-(1-(4-(Diphenethylamino)benzylidene)-5-fluoro-2-methyl-1H-inden-3-yl)acetic acid